ClC=1C=C(C=C(C1)Cl)C1=NC(=CC(=C1)CN1CCC(CC1)CNC(C)=O)OC=1C=NC(=NC1)N1CCN(CC1)CCOC N-((1-((2-(3,5-dichloro-phenyl)-6-((2-(4-(2-methoxyethyl)piperazin-1-yl)pyrimidin-5-yl)oxy)pyridin-4-yl)methyl)piperidin-4-yl)methyl)acetamide